C1(CC1)C1=CC(=NN1C1OCCCC1)NC1=NC=NC2=CC=CC=C12 4-((5-cyclopropyl-1-(tetrahydro-2H-pyran-2-yl)-1H-pyrazol-3-yl)amino)quinazoline